3-(5-((5-(2-(5-((4-([1,1'-biphenyl]-3-yl)-5-chloropyrimidin-2-yl)amino)pyridin-3-yl)-1-oxo-2,8-diazaspiro[4.5]decan-8-yl)-5-oxopentyl)amino)-1-oxoisoindolin-2-yl)piperidine-2,6-dione C1(=CC(=CC=C1)C1=NC(=NC=C1Cl)NC=1C=C(C=NC1)N1C(C2(CC1)CCN(CC2)C(CCCCNC=2C=C1CN(C(C1=CC2)=O)C2C(NC(CC2)=O)=O)=O)=O)C2=CC=CC=C2